(6-aminohexyl)-3-cyanoguanidine NCCCCCCNC(=N)NC#N